C(C)OC=1C=CC=2N(C1)N=C(C2)F 6-ethoxy-2-fluoropyrazolo[1,5-a]pyridine